1-(3-((1r,4r)-4-(4-chlorophenyl)cyclohexyl)-1,4-dioxo-1,4-dihydronaphthalen-2-yl) 15-ethyl pentadecanedioate C(CCCCCCCCCCCCCC(=O)OCC)(=O)OC=1C(C2=CC=CC=C2C(C1C1CCC(CC1)C1=CC=C(C=C1)Cl)=O)=O